N1N=CC(=C1)C1=CC2=C(N=C(S2)NC(C)C2N(CCC2)C#N)C=C1 (1-((6-(1H-Pyrazol-4-yl)benzo[d]thiazol-2-yl)amino)ethyl)pyrrolidine-1-carbonitrile